2-((5-chloro-2-((2-(difluorometh-oxy)-4-((1R,4R)-5-methyl-2,5-diazabicyclo[2.2.1]heptan-2-yl)-phenyl)amino)pyrimidin-4-yl)-amino)thiophene-3-carboxamide ClC=1C(=NC(=NC1)NC1=C(C=C(C=C1)N1[C@H]2CN([C@@H](C1)C2)C)OC(F)F)NC=2SC=CC2C(=O)N